bromobutyltriethoxysilane BrCCCC[Si](OCC)(OCC)OCC